3-[6-amino-7-(4-cyanophenyl)-8-oxo-7,8-dihydro-9H-purine-9-yl]piperidine NC1=C2N(C(N(C2=NC=N1)C1CNCCC1)=O)C1=CC=C(C=C1)C#N